ClC=1C(=CC(=C(C(=O)N[C@@H](C(=O)O)C2CCCCC2)C1)F)OCC1CCCC1 (R)-2-(5-chloro-4-(cyclopentylmethoxy)-2-fluorobenzamido)-2-cyclohexyl-acetic acid